ClC1=NC=NC(=C1)C1=CC=2C(C3=CC=CC=C3C2C=C1)(C)C 4-chloro-6-(9,9-dimethyl-9H-fluoren-2-yl)pyrimidine